CC1(COCCC1NC=1N=NC(=C2C1C=NC=C2)C2=C(C=C(C=C2)C(F)(F)F)O)C 2-(4-((3,3-dimethyltetrahydro-2H-pyran-4-yl)amino)pyrido[3,4-d]pyridazin-1-yl)-5-(trifluoromethyl)phenol